N1CCC(CC1)C=1C=CC=NC1 5-(piperidin-4-yl)pyridine